ClC1=CC=C(C=C1)CNC1=NC=CN=C1 N-[(4-chlorophenyl)methyl]pyrazin-2-amine